N1CCC2=CC=CC=C12 1,3-dihydroindole